O1C(NCC12CCC(CC2)=O)=O 1-oxa-3-azaspiro[4.5]Decane-2,8-dione